C1(CCC1)NC=1C2=C(N=C(N1)NC1=C(C=C(C=C1)S(=O)(=O)N1CCOCC1)OC)NC=C2 N4-cyclobutyl-N2-(2-methoxy-4-(morpholinosulfonyl)phenyl)-7H-pyrrolo[2,3-d]pyrimidine-2,4-diamine